5,6,7,8-tetrahydro-1,7-naphthyridine-3-carbonitrile N1=CC(=CC=2CCNCC12)C#N